(anilino)benzisothiazole N(C1=CC=CC=C1)C1=NSC2=C1C=CC=C2